OC1C[C@@H](N(C1)C(=O)OC(C)(C)C)C(=O)OC 1-(tert-butyl) 2-methyl (2R)-4-hydroxypyrrolidine-1,2-dicarboxylate